(S)-2-((((9H-fluoren-9-yl)methoxy)carbonyl)amino)-3-((tert-butoxycarbonyl)(phenyl)amino)propanoic acid C1=CC=CC=2C3=CC=CC=C3C(C12)COC(=O)N[C@H](C(=O)O)CN(C1=CC=CC=C1)C(=O)OC(C)(C)C